C(C)OC(=O)C=1N=C2N(C=C(N=C2)Br)C1 6-bromoimidazo[1,2-a]pyrazine-2-carboxylic acid ethyl ester